(R)-1-(6-(4-(trifluoromethyl)phenyl)-1,2,4,4a,5,6-hexahydro-3H-pyrazino[1,2-a]quinoxalin-3-yl)ethan-1-one FC(C1=CC=C(C=C1)N1C[C@H]2N(C3=CC=CC=C13)CCN(C2)C(C)=O)(F)F